The molecule is a selenocysteinium that has L configuration. It is a conjugate acid of a L-selenocysteine. It is an enantiomer of a D-selenocysteinium. C([C@@H](C(=O)O)[NH3+])[Se]